ClC=1C=CN(CN1)CC1(CCN(CC1)C(C[C@@H](C)C1=CC=CC=C1)=O)O (R)-6-chloro-3-((4-hydroxy-1-(3-phenylbutyryl)piperidin-4-yl)methyl)pyrimidine